NC=1N=CC(=NC1C)C#CC=1C=C(C(=O)NC2=CC=3CCC[C@@H](C3C=C2)N2CCN(CC2)C)C=CC1C (S)-3-((5-amino-6-methylpyrazin-2-yl)ethynyl)-4-methyl-N-(5-(4-methylpiperazin-1-yl)-5,6,7,8-tetrahydronaphthalen-2-yl)benzamide